bis(decahydroisoquinolin-2-yl)dimethoxysilane C1N(CCC2CCCCC12)[Si](OC)(OC)N1CC2CCCCC2CC1